N-((2-(6-((3-(2-methyl-1H-imidazol-1-yl)propyl)amino)pyridin-2-yl)-1,6-naphthyridin-7-yl)methyl)-5-(methylsulfonyl)nicotinamide CC=1N(C=CN1)CCCNC1=CC=CC(=N1)C1=NC2=CC(=NC=C2C=C1)CNC(C1=CN=CC(=C1)S(=O)(=O)C)=O